C(C)(C)OCCC(CC=1OC(=NN1)C)=O 4-isopropoxy-1-(5-methyl-1,3,4-oxadiazol-2-yl)butan-2-one